(S)-3-amino-1-(4-bromophenyl)piperidin-2-one hydrochloride Cl.N[C@@H]1C(N(CCC1)C1=CC=C(C=C1)Br)=O